3-(3-hydroxy-2-oxo-benzo[ct]indol-1-yl)piperidine-2,6-dione OC1=CC=C2C3=C1C(N(C3=CC=C2)C2C(NC(CC2)=O)=O)=O